4-{[(5,5-dimethyl-4,5-dihydro-1,2-oxazol-3-yl)sulfonyl]methyl}-1-methyl-3-(trifluoromethyl)-1H-pyrazol-5-ol CC1(CC(=NO1)S(=O)(=O)CC=1C(=NN(C1O)C)C(F)(F)F)C